NC12CC3(C[C@@H](C[C@H](C1)C3)C2)O (5R,7S)-3-aminoadamantan-1-ol